2-bromo-5-morpholin-4-ylpyrazolo[1,5-a]pyrimidine-3-carboxylic acid ethyl ester C(C)OC(=O)C=1C(=NN2C1N=C(C=C2)N2CCOCC2)Br